4-(4-((azetidin-3-ylmethyl)(methyl)amino)-8-fluoro-2-(((2R,7aS)-2-fluorohexahydro-1H-pyrrolizin-7a-yl)methoxy)pyrido[4,3-d]pyrimidin-7-yl)-5-chloronaphthalen-2-ol N1CC(C1)CN(C=1C2=C(N=C(N1)OC[C@]13CCCN3C[C@@H](C1)F)C(=C(N=C2)C2=CC(=CC1=CC=CC(=C21)Cl)O)F)C